(1S,2R)-1-amino-N-(4-(benzylthio)phenyl)-2-phenylcyclopropanecarboxamide hydrochloride Cl.N[C@@]1([C@H](C1)C1=CC=CC=C1)C(=O)NC1=CC=C(C=C1)SCC1=CC=CC=C1